2-benzoyl-8-bromoimidazo[1,2-c]pyrimidin-5(6H)-one C(C1=CC=CC=C1)(=O)C=1N=C2N(C(NC=C2Br)=O)C1